N-methyl-fumaric acid amide CNC(\C=C\C(=O)O)=O